C(C)C1=CN=C(S1)C=1C(=C(C(=O)N)C=CC1)F 3-(5-ethylthiazol-2-yl)-2-fluoro-benzamide